C(C(C)C)[Al](OC1=C(C=C(C=C1CCCC)C)CCCC)OC1=C(C=C(C=C1CCCC)C)CCCC isobutylbis(2,6-dibutyl-4-methylphenoxy)aluminum